C(CCC)C1CCCC2=CC=CC=C12 1-butyl-[1,2,3,4-tetrahydro-naphthalene]